cyclopentyl-tin C1(CCCC1)[Sn]